BrC=1C(=CC(=C(C1)N(S(=O)(=O)C)CC(=O)NC1CCN(CC1)C(=O)OC(C)(C)C)I)Cl tert-Butyl 4-(2-(N-(5-bromo-4-chloro-2-iodophenyl)methylsulfonamido)acetamido)piperidine-1-carboxylate